N[C@H](C=1OC2=C(N1)C=C(C=C2)[C@@H](COC)N2C(NCC2)=O)C2CCC(CC2)(F)F 1-((S)-1-(2-((S)-amino(4,4-difluorocyclohexyl)methyl)benzo[d]-oxazol-5-yl)-2-methoxyethyl)imidazolidin-2-one